FC1(CCC(CC1)C1(CC=C(C=C1)N)N)F 1-(4,4-difluorocyclohexyl)benzene-1,4-diamine